ClC=1C=CC2=C([C@@H](C[C@@H](O2)C(=O)NC23CC(C2)(C3)C=3OC(=NN3)COC3=CC(=C(C=C3)Cl)F)O)C1 (2R,4R)-6-chloro-N-(3-{5-[(4-chloro-3-fluorophenoxy)methyl]-1,3,4-oxadiazol-2-yl}bicyclo[1.1.1]pent-1-yl)-4-hydroxy-3,4-dihydro-2H-1-benzopyran-2-carboxamide